CN1N=CC2=C1N(CCC2N2C(N(C1=NC(=NC=C1C2)S(=O)C)C)=O)C(=O)OC(C)(C)C tert-butyl 1-methyl-4-(1-methyl-7-methylsulfinyl-2-oxo-4H-pyrimido[4,5-d]pyrimidin-3-yl)-5,6-dihydro-4H-pyrazolo[3,4-b]pyridine-7-carboxylate